(Z)-2-cyano-3-hydroxy-N-[4-(trifluoromethyl)phenyl]hept-2-en-6-ynamide C(#N)/C(/C(=O)NC1=CC=C(C=C1)C(F)(F)F)=C(\CCC#C)/O